[Ru].ClP(C1(C=C(C2=CC=CC=C12)C1=CC=CC=C1)P(C1CCCCC1)(C1CCCCC1)(C1CCCCC1)Cl)(C1CCCCC1)(C1CCCCC1)C1CCCCC1 dichloro-(3-phenyl-1H-inden-1-ylidene)bis(tricyclohexylphosphine) ruthenium